CCCCCCCCCCCCCCCCCCCC=CC1=CC(=CC(=C1)O)O 5-heneicosenylresorcinol